BrC1=C(C=2C(=NC=C3C2C2(C(N3C([2H])([2H])[2H])=O)CCN(CCC2)C(=O)OC(C)(C)C)N1S(=O)(=O)C1=CC=CC=C1)C=1C=C2C=NN(C2=CC1)C tert-Butyl 2'-bromo-6'-(methyl-d3)-1'-(1-methyl-1H-indazol-5-yl)-7'-oxo-3'-(phenylsulfonyl)-6',7'-dihydro-3'H-spiro[azepane-4,8'-dipyrrolo[2,3-b:3',2'-d]pyridine]-1-carboxylate